FC1=CC=C(C(=O)N2CCN(CC2)CCN2C(NC3(C2=O)CCC(CC3)C3=CC=CC=C3)=O)C=C1 3-(2-(4-(4-fluorobenzoyl)piperazin-1-yl)ethyl)-8-phenyl-1,3-diazaspiro[4.5]decane-2,4-dione